2,2-dimethyl-3-(2-methyl-1-propenyl)cyclopropanecarboxylic acid 2,3,5,6-tetrafluoro-4-(methoxymethyl)benzyl ester FC1=C(COC(=O)C2C(C2C=C(C)C)(C)C)C(=C(C(=C1F)COC)F)F